5-(8-((1R,2R)-2-(1-isopropyl-1H-indazol-6-yl)cyclopropyl)imidazo[1,2-b]pyridazin-6-yl)pyrimidine-2,4(1H,3H)-dione C(C)(C)N1N=CC2=CC=C(C=C12)[C@H]1[C@@H](C1)C=1C=2N(N=C(C1)C=1C(NC(NC1)=O)=O)C=CN2